O1CCCCCCCCCCCCCCCC1 Oxacycloheptadecan